CC=1N=C(NC1)CO methylimidazole-methanol